tert-butyl-N-[(E)-7-[(3R)-3-[4-amino-3-(4-phenoxyphenyl) pyrazolo[3,4-d]pyrimidin-1-yl]-1-piperidyl]-7-oxo-hept-5-enyl]-N-tert-butoxycarbonyl-carbamate C(C)(C)(C)OC(N(C(=O)OC(C)(C)C)CCCC\C=C\C(=O)N1C[C@@H](CCC1)N1N=C(C=2C1=NC=NC2N)C2=CC=C(C=C2)OC2=CC=CC=C2)=O